8-Acetyl-2-(ethylsulfanyl)-3,6-dimethylquinolin-4(1H)-one C(C)(=O)C=1C=C(C=C2C(C(=C(NC12)SCC)C)=O)C